N(N)C(=O)[O-] hydrazinecarboxylate